CCCBr 3-propylbromide